C(C)(C)(C)OC(=O)N1[C@H](CN(CC1)C=1C2=CN(N=C2C(=CC1)C(NC=1C=C(C=2N(C1)C=C(N2)C)F)=O)CC)C(C)C.COC=2C=C(C=CC2[N+](=O)[O-])NC(C)=O N-(3-methoxy-4-nitrophenyl)acetamide tert-butyl-(2S)-4-[2-ethyl-7-({8-fluoro-2-methylimidazo[1,2-a]pyridin-6-yl}carbamoyl)indazol-4-yl]-2-isopropylpiperazine-1-carboxylate